ClC=1C(=CC=C2N=CC(=NC12)C=1C=NN(C1)C1C[C@H]2CC[C@@H](C1)N2C)OC=2C=CC1=C(NC(=N1)C)C2 8-chloro-7-((2-methyl-1H-benzo[d]imidazol-6-yl)oxy)-2-(1-((1R,3r,5S)-8-methyl-8-azabicyclo[3.2.1]oct-3-yl)-1H-pyrazol-4-yl)quinoxaline